ClC=1C=C(C=NC1)NC(=O)N1C2CCC1CC=1C(=NC=CC12)F (±)-N-(5-chloropyridin-3-yl)-1-fluoro-6,7,8,9-tetrahydro-5H-5,8-epiminocyclohepta-[c]pyridine-10-carboxamide